2-(3-methyl-1H-pyrazol-4-yl)-4-(2-(tetrahydrofuran-3-yl)-2,8-diazaspiro[4.5]decan-8-yl)pyrido[3,4-d]pyrimidine CC1=NNC=C1C=1N=C(C2=C(N1)C=NC=C2)N2CCC1(CCN(C1)C1COCC1)CC2